BrC1=C(C=CC(=C1)Cl)C(F)F 2-bromo-4-chloro-1-(difluoromethyl)benzene